FC(CCN1CNC2=NCNC=C12)(F)F 7-(3,3,3-trifluoropropyl)-7,9-dihydro-1H-purine